BrC=1C(=NC(=NC1)NC1=C(C=C(C(=C1)C=1C=NN(C1)C)N1CCC(CC1)N1CCN(CC1)C([2H])([2H])[2H])OC)NC=1C(=C2N=CC=NC2=CC1)NS(=O)(=O)C N-(6-((5-bromo-2-((2-methoxy-5-(1-methyl-1H-pyrazol-4-yl)-4-(4-(4-(methyl-d3)piperazin-1-yl)piperidin-1-yl)phenyl)amino)pyrimidin-4-yl)amino)quinoxalin-5-yl)methanesulfonamide